FC=1C(=CC=2C3=C(N=C(C2C1)OC)COCC3N(C(OC(C)(C)C)=O)C)F tert-Butyl N-(8,9-Difluoro-6-methoxy-2,4-dihydro-1H-pyrano[3,4-c]isoquinolin-1-yl)-N-methyl-carbamate